N1(CCCCC1)C[B-](F)(F)F.[K+] potassium (piperidin-1-ylmethyl)trifluoroborate